4-(3-isopropyl-2-methyl-2H-indazol-5-yl)pyrimidin-2-amine C(C)(C)C=1N(N=C2C=CC(=CC12)C1=NC(=NC=C1)N)C